O=C1N(CC2=C(C=C(C=C12)C(F)(F)F)OC(F)(F)F)C1C(NC(CC1)=O)=O 3-(1-oxo-4-(trifluoromethoxy)-6-(trifluoromethyl)isoindolin-2-yl)piperidine-2,6-dione